C(C)(C)(C)C1=C(OP2OCC3(COP(OC3)OC3=C(C=C(C=C3C(C)(C)C)C)C(C)(C)C)CO2)C(=CC(=C1)C)C(C)(C)C Bis(2,6-di-tert-butyl-4-methylphenoxy)-2,4,8,10-tetraoxa-3,9-diphosphaspiro[5.5]undecane